COC=1C=C(CCNC2=NC=C(C(=N2)NC2=CC=CC=C2)C(=O)N)C=CC1OC 2-(3,4-dimethoxyphenethylamino)-4-(phenylamino)pyrimidine-5-carboxamide